Cl.ClC=1C=C(CN(CCN)C2CCC2)C=CC1 N1-(3-chlorobenzyl)-N1-cyclobutylethane-1,2-diamine hydrochloride